C1(=CC=CC=C1)C=1C(=C(C2=CC=CC=C2C1)C1=CC=CC2=CC=CC=C12)C1=CC=CC=C1 diphenyl-1,1'-binaphthyl